CC=1C(NC(N(C1)[C@@H]1O[C@@H](CN(C1)C(C1=CC=CC=C1)(C1=CC=CC=C1)C1=CC=CC=C1)COC(CCC(=O)O)=O)=O)=O 4-(((2S,6R)-6-(5-Methyl-2,4-dioxo-3,4-dihydropyrimidin-1(2H)-yl)-4-tritylmorpholin-2-yl)methoxy)-4-oxobutanoic acid